cyclopentane-1,2,3,4-tetra-carboxylate C1(C(C(C(C1)C(=O)[O-])C(=O)[O-])C(=O)[O-])C(=O)[O-]